1-((3S,10R,13S)-3-Azido-10,13-dimethyl-2,3,4,7,8,9,10,11,12,13,14,15-dodecahydro-1H-cyclopenta[a]phenanthren-17-yl)-4-(trifluoromethyl)-1H-imidazole N(=[N+]=[N-])[C@H]1CC[C@@]2(C3CC[C@@]4(C(=CCC4C3CC=C2C1)N1C=NC(=C1)C(F)(F)F)C)C